COC1=NC(=NC=C1CCC(F)(F)F)N(CC1=CC=C(C=C1)OC)CC1=CC=C(C=C1)OC 4-methoxy-N,N-bis[(4-methoxyphenyl)methyl]-5-(3,3,3-trifluoropropyl)pyrimidin-2-amine